1-azabicyclo[2.2.2]oct-3-yl {2-[4-(1,3-benzothiazol-6-yl)phenyl]propan-2-yl}carbamate S1C=NC2=C1C=C(C=C2)C2=CC=C(C=C2)C(C)(C)NC(OC2CN1CCC2CC1)=O